3,4,5-trimethoxy-2-(1-phenyl-2-(phenylseleno)ethyl)phenol COC=1C(=C(C=C(C1OC)OC)O)C(C[Se]C1=CC=CC=C1)C1=CC=CC=C1